ClC1=NC=C(C(=N1)NC1=NC=C(C=C1)OC)CNC=1C(=NOC1C)C N-((2-chloro-4-(5-methoxypyridin-2-ylamino)pyrimidin-5-yl)methyl)-3,5-dimethylisoxazol-4-amine